ClC=1C=NC(=C(C(=O)N(C)CC2=CC(=CC(=C2)F)Cl)C1)OC 5-chloro-N-(3-chloro-5-fluorobenzyl)-2-methoxy-N-methylnicotinamide